ClC1=NC=C(C2=CC=C(C=C12)O)C1=C(C=C(C=C1)F)Cl 1-chloro-4-(2-chloro-4-fluorophenyl)isoquinolin-7-ol